8-(n-hexyloxycarbonylmethyl)-tetracyclo[4.4.0.12,5.17,10]-3-dodecene C(CCCCC)OC(=O)CC1C2C3C4C=CC(C3C(C1)C2)C4